NC1=NC=C(C(=N1)CC1=CC=C2[C@](NC(NC2=C1)=O)(C(C)(F)F)C#CC1CC1)F (S)-7-((2-amino-5-fluoropyrimidin-4-yl)methyl)-4-(cyclopropylethynyl)-4-(1,1-difluoroethyl)-3,4-dihydroquinazolin-2(1H)-one